tert-butyl N-[1-(5-bromo-3,6-dimethoxypyridin-2-yl)propan-2-yl]carbamate BrC=1C=C(C(=NC1OC)CC(C)NC(OC(C)(C)C)=O)OC